[N+](=O)([O-])C1=CC=2CCC3=CC=CC=C3C2C=C1 2-nitro-9,10-dihydrophenanthrene